4-(1-{[6-(methoxymethyl)-2-pyridinyl]methyl}-1H-1,2,3-triazol-4-yl)-6-(o-trifluoromethoxyphenyl)-2-pyrimidinylamine COCC1=CC=CC(=N1)CN1N=NC(=C1)C1=NC(=NC(=C1)C1=C(C=CC=C1)OC(F)(F)F)N